FC(S(=O)(=O)NC1=C(C=C(C=C1)C1=NNC(=C1C(=O)N)NC1=NC(=CC=C1)C(F)(F)F)OCC1=CC=C(C=C1)F)F 3-(4-((difluoromethyl)sulfonamido)-3-((4-fluorobenzyl)oxy)phenyl)-5-((6-(trifluoromethyl)pyridin-2-yl)amino)-1H-pyrazole-4-carboxamide